8-fluoro-4-((1S,5R)-1-methyl-3,8-diazabicyclo[3.2.1]octan-3-yl)pyridin FN1[C@@]2(CN(C[C@H]1CC2)C2=CC=NC=C2)C